(3S,11bS)-1,3,4,6,7,11b-hexahydro-9,10-di(methoxy)-3-(2-methylpropyl)-2H-benzo[a]quinolizin-2-one COC1=CC2=C([C@@H]3CC([C@H](CN3CC2)CC(C)C)=O)C=C1OC